C(C1=CC=CC=C1)(=O)N1C(SCC1)=S 3-Benzoyl-2-thiazolidinethione